3-[1-hydroxy-2-(4-methylthiophenylamino)ethyl]-1H-1,2,4-triazole-5(4H)-thione OC(CNC1=CC=C(C=C1)SC)C1=NNC(N1)=S